trifluoro-2-methylpropan-2-yl (R)-4-(7-(3,5-difluorophenyl)-5-(3-methylpyrazin-2-yl)-7H-pyrrolo[2,3-d]pyrimidin-4-yl)-2-methylpiperazine-1-carboxylate FC=1C=C(C=C(C1)F)N1C=C(C2=C1N=CN=C2N2C[C@H](N(CC2)C(=O)OC(C(F)(F)F)(C)C)C)C2=NC=CN=C2C